N-(1-(2-(dimethylamino)ethyl)-5-((4-(1-methyl-1H-indol-3-yl)pyrimidin-2-yl)amino)-1H-indazol-7-yl)propionamide CN(CCN1N=CC2=CC(=CC(=C12)NC(CC)=O)NC1=NC=CC(=N1)C1=CN(C2=CC=CC=C12)C)C